(3-(4-(4-chloro-6-methoxyphenyl)piperazin-1-yl)butyl)-cyanoindole ClC1=CC=C(C(=C1)OC)N1CCN(CC1)C(CCC1=C(NC2=CC=CC=C12)C#N)C